di(2',6'-diisopropylphenyl)-1,3-propanediamine C(C)(C)C1=C(C(=CC=C1)C(C)C)C(CN)(CN)C1=C(C=CC=C1C(C)C)C(C)C